N1N=CC=C1NC1=NC(=CC(=C1)C(C#N)(C)C)N1[C@@H](COCC1)C (R)-2-(2-((1H-pyrazol-5-yl)amino)-6-(3-methylmorpholino)pyridin-4-yl)-2-methylpropanenitrile